2-(2-isopropylphenyl)-9-(4-(5-methoxy-1-methyl-1H-1,2,4-triazol-3-yl)benzyl)-7,9-dihydro-8H-purin-8-one C(C)(C)C1=C(C=CC=C1)C1=NC=C2NC(N(C2=N1)CC1=CC=C(C=C1)C1=NN(C(=N1)OC)C)=O